FC(OC1=CC=C(C=C1)S(=O)(=O)NC1=CC=C(C=C1)C=1C=CC=2N(N1)C(=CN2)C=2OC(=CC2)C)(F)F 4-trifluoromethoxy-N-(4-(3-(5-methylfuran-2-yl)imidazo[1,2-b]pyridazin-6-yl)phenyl)benzenesulfonamide